sodium fluoromalonate borate B([O-])(O)O.FC(C(=O)O)C(=O)O.[Na+]